6-Chloro-1-methyl-3-(trifluoromethyl)-1H-pyrrolo[2,3-b]-pyridine ClC1=CC=C2C(=N1)N(C=C2C(F)(F)F)C